7-bromo-4-ethyl-1,1-dioxo-2,3-dihydrothieno[2,3-f][1,4]thiazepin-5-one BrC1=CC2=C(C(N(CCS2(=O)=O)CC)=O)S1